ClC=1C=C(C=CC1C#N)[C@H]1N(CC[C@H](C1)C1=CC=CC=C1)C(=O)NC\C=C\S(=O)(=O)C |r| Rac-(2s,4r)-2-(3-chloro-4-cyanophenyl)-N-((E)-3-(methylsulfonyl)allyl)-4-phenylpiperidine-1-carboxamide